4-[4-(4-chlorophenyl)-5-[2-(trifluoromethyl)phenyl]pyrazol-1-yl]-N-[2-(dimethylamino)ethyl]-benzamide hydrochloride Cl.ClC1=CC=C(C=C1)C=1C=NN(C1C1=C(C=CC=C1)C(F)(F)F)C1=CC=C(C(=O)NCCN(C)C)C=C1